4-diphenylphosphinyloxytetrahydrothiophene C1(=CC=CC=C1)P(=O)(OC1CCSC1)C1=CC=CC=C1